N-(3-Cyano-1-methyl-1H-pyrazol-4-yl)-2-{4-[3-methyl-1-(tetrahydro-2H-pyran-2-yl)-1H-pyrazol-5-yl]benzoyl}cyclohexanecarboxamide C(#N)C1=NN(C=C1NC(=O)C1C(CCCC1)C(C1=CC=C(C=C1)C1=CC(=NN1C1OCCCC1)C)=O)C